5-hydroxy-2-(methylamino)naphthalene-1,4-dione OC1=C2C(C=C(C(C2=CC=C1)=O)NC)=O